6-amino-N-methyl-1H-indole-4-carboxamide NC=1C=C(C=2C=CNC2C1)C(=O)NC